ruthenium benzylidene-bis(tricyclohexylphosphine) dichloride [Cl-].[Cl-].C(C1=CC=CC=C1)(P(C1CCCCC1)(C1CCCCC1)C1CCCCC1)P(C1CCCCC1)(C1CCCCC1)C1CCCCC1.[Ru+2]